N-(4-fluorophenyl)-4-[5-(hydroxymethyl)-3-iodo-1-(oxan-2-yl)-1H-pyrazolo[3,4-b]pyrazin-6-yl]piperazine FC1=CC=C(C=C1)N1CCN(CC1)C1=C(N=C2C(=N1)N(N=C2I)C2OCCCC2)CO